pyrrolidinyl-propyl thiol N1(CCCC1)CCCS